Thiazole formic acid salt C(=O)O.S1C=NC=C1